(2S,4R)-1-tert-butyl 2-methyl 4-fluoro-5-oxopyrrolidine-1,2-dicarboxylate F[C@@H]1C[C@H](N(C1=O)C(=O)OC(C)(C)C)C(=O)OC